[O-2].[Zn+2].[Ge+2].[In+3] indium-germanium zinc oxide